C(OC=1C=CC(=C(C1)O)C=1C=2N(C(=NN1)N[C@H]1CN(CCC1)C)C=CC2)([2H])([2H])[2H] 5-[(2H3)methyloxy]-2-(4-{[(3R)-1-methylpiperidin-3-yl]amino}pyrrolo[1,2-d][1,2,4]triazin-1-yl)phenol